monobutyl-dibutyl-tin C(CCC)[Sn](CCCC)CCCC